FC1=C(C(=O)N)C=CC=C1F 2,3-difluorobenzamide